5-fluoro-1-[(2-fluorophenyl)methyl]-1H-pyrazolo[3,4-b]pyridine-3-carbonitrile FC=1C=C2C(=NC1)N(N=C2C#N)CC2=C(C=CC=C2)F